4-(3-((2-((3-methyl-1-(1-methylpiperidin-4-yl)-1H-pyrazol-4-yl)amino)-5-(trifluoromethyl)pyrimidin-4-yl)amino)propyl)-1,4-oxazepan-5-one CC1=NN(C=C1NC1=NC=C(C(=N1)NCCCN1CCOCCC1=O)C(F)(F)F)C1CCN(CC1)C